[C@@H]1([C@H](O)[C@H](O)[C@@H](O)[C@@H](O1)C)C(C(=O)[O-])(C(CCCCCCCCCCC)O)C(C(CCCCCCCCCCCC)O)=O α-L-Rhamnopyranosyl-β-hydroxytetradecanoyl-β-hydroxytetradecanoat